C[Sn](C=1C=C2C=CN=CC2=CC1)(C)C 6-trimethylstannyl-isoquinoline